O=C1NC(CCC1N1CC2=CC=C(C=C2C1=O)S(=O)(=O)N1C(NC(C(=C1)C)=O)=O)=O 1-((2-(2,6-dioxopiperidin-3-yl)-3-oxoisoindolin-5-yl)sulfonyl)-5-methylpyrimidine-2,4(1H,3H)-dione